2-chloro-6-(cyclobutoxy)pyrazine ClC1=NC(=CN=C1)OC1CCC1